ClC1=C(C(=C(C(=C1)OC)C1=C(C=C(C=C1C(C)C)C(C)C)C(C)C)P(C1CCCCC1)C1CCCCC1)OC chloro(2-dicyclohexylphosphino-3,6-dimethoxy-2',4',6'-tri-isopropyl-1,1'-biphenyl)